2-(6-(((1R,4R,5R,6S)-6-fluoro-1-methyl-2-azabicyclo[2.2.2]octan-5-yl)(methyl)amino)pyridazin-3-yl)-5-(1H-1,2,3-triazol-1-yl)phenol F[C@H]1[C@@H]([C@H]2CN[C@@]1(CC2)C)N(C2=CC=C(N=N2)C2=C(C=C(C=C2)N2N=NC=C2)O)C